C(CO)(=O)O.C1(=CC(O)=CC(O)=C1)C=CC1=CC=C(O)C=C1 resveratrol mono-glycolate